C(N)(=N)N1CCC(=CC1)C=1C(=C(SC1)C(=O)NC1=CC=C(C=C1)C=1CCN(CC1)C(N)=N)OC 4-(1-carbamimidoyl-1,2,3,6-tetrahydropyridin-4-yl)-N-[4-(1-carbamimidoyl-1,2,3,6-tetrahydropyridin-4-yl)phenyl]-3-methoxythiophene-2-carboxamide